C(C)(C)(C)OC(=O)N1CCC2(CCCN(C2)C2=NC=C(C=C2)C=2C=3N(C=C(C2)OCC)N=C2C3C=NN2)CC1 2-(5-(6-ethoxy-1H-pyrazolo[3',4':3,4]pyrazolo[1,5-a]pyridin-4-yl)pyridin-2-yl)-2,9-diazaspiro[5.5]undecane-9-carboxylic acid tert-butyl ester